BrC=1N=C(C=2N(C1)C=C(N2)[C@@H]2N(CCC2)C)C2CC2 6-bromo-8-cyclopropyl-2-[(2R)-1-methylpyrrolidin-2-yl]imidazo[1,2-a]pyrazine